5-chloro-2-(thiophen-2-yldisulfanyl)benzo[d]oxazole ClC=1C=CC2=C(N=C(O2)SSC=2SC=CC2)C1